4-(6-(Benzyloxy)-9-(5-methylpyridin-2-yl)-9H-purin-2-yl)morpholine C(C1=CC=CC=C1)OC1=C2N=CN(C2=NC(=N1)N1CCOCC1)C1=NC=C(C=C1)C